1-(7-(8-ethylnaphthalen-1-yl)-2-((tetrahydro-1H-pyrrolizin-7a(5H)-yl)methoxy)-5,6,7,8-tetrahydropyrido[3,4-d]pyrimidin-4-yl)piperidine-3,4,5-triol C(C)C=1C=CC=C2C=CC=C(C12)N1CC=2N=C(N=C(C2CC1)N1CC(C(C(C1)O)O)O)OCC12CCCN2CCC1